N-ethylmorpholinium chloride [Cl-].C(C)[NH+]1CCOCC1